1-tert-butyloxycarbonyl-3-piperidinecarboxaldehyde C(C)(C)(C)OC(=O)N1CC(CCC1)C=O